ClC1=CC=C(C=C1)CC=1C=C(C=CC1)NC(=O)C1=CNC(C=C1)=O N-[3-[(4-Chlorophenyl)methyl]phenyl]-1,6-dihydro-6-oxo-3-pyridine-carboxamide